(E)-2-[2-[3-(pyrimidin-2-yloxy) phenoxy] phenyl]-3-methoxyacrylate N1=C(N=CC=C1)OC=1C=C(OC2=C(C=CC=C2)/C(/C(=O)[O-])=C\OC)C=CC1